CC[C@H](CO)/C=C(/C)\\[C@H]1C[C@@H](C[C@H](C([C@]2([C@H]([C@H](C[C@H](O2)C[C@@H]([C@H](C(=O)O1)O)OC)OC)O)O)(C)C)O)OC The molecule is a macrolide that is a novel secondary metabolite isolated from a New Zealand marine sponge, Mycale hentscheli. It has a role as a marine metabolite, an antimitotic, a microtubule-stabilising agent and an antineoplastic agent. It is a macrolide, a cyclic hemiketal, an ether, an organic heterobicyclic compound, a secondary alcohol and a primary alcohol.